Porphine hydrochloride Cl.C12=CC=C(N1)C=C1C=CC(=N1)C=C1C=CC(N1)=CC=1C=CC(N1)=C2